tert-butyl N-[(1S)-2-(2-aminophenyl)-1-{[(1S,2S)-2-methyl-1-(methylcarbamoyl) butyl]carbamoyl}ethyl]carbamate NC1=C(C=CC=C1)C[C@@H](C(N[C@@H]([C@H](CC)C)C(NC)=O)=O)NC(OC(C)(C)C)=O